(S)-N-(2-(2-(2-fluoroethoxy)ethoxy)ethyl)-3-(5-hydroxy-1H-indol-3-yl)-2-(2-(5-hydroxy-1H-indol-3-yl)acetamido)propionamide FCCOCCOCCNC([C@H](CC1=CNC2=CC=C(C=C12)O)NC(CC1=CNC2=CC=C(C=C12)O)=O)=O